S1(SC(C2=C1C=CC=C2)=O)(=O)=O 1,2-benzodithiol-3-one-1,1-dioxide